FC1(CCN(CC1)C1=NC2=CC(=C(C=C2C(=N1)NCN1CCOCC1)OC)OCCCN1CCCC1)F 2-(4,4-difluoropiperidin-1-yl)-6-methoxy-N-(morpholinomethyl)-7-(3-(pyrrolidin-1-yl)propoxy)quinazolin-4-amine